3-chloro-N-{(1S)-1-[1-(6-cyano-3-pyridinyl)-3-(trifluoromethyl)-1H-1,2,4-triazol-5-yl]ethyl}-5-(trifluoromethyl)benzamide ClC=1C=C(C(=O)N[C@@H](C)C2=NC(=NN2C=2C=NC(=CC2)C#N)C(F)(F)F)C=C(C1)C(F)(F)F